3-((4-bromophenoxy)methyl)-3-methyloxetane BrC1=CC=C(OCC2(COC2)C)C=C1